C12C(CC(C=C1)C2)C(=O)O (E)-5-norbornene-2-carboxylic acid